C(#C)C1=CC(N(C=2N=C(N=CC21)NC2=C(C=CC=C2)OC)C=2C=C(C=CC2)NC(C)=O)=O N-(3-(5-ethynyl-2-((2-methoxyphenyl)amino)-7-oxopyrido[2,3-d]pyrimidin-8(7H)-yl)phenyl)acetamide